lithium iron difluorophosphate P(=O)([O-])(F)F.[Fe+2].[Li+].P(=O)([O-])(F)F.P(=O)([O-])(F)F